3-(8-amino-5-(4-(2,2-difluoro-1-hydroxyethyl)-2-methyl-oxazol-5-yl)-2-(pyridin-2-ylmethyl)-[1,2,4]triazolo[1,5-a]pyrazin-6-yl)-2-fluorobenzonitrile NC=1C=2N(C(=C(N1)C=1C(=C(C#N)C=CC1)F)C1=C(N=C(O1)C)C(C(F)F)O)N=C(N2)CC2=NC=CC=C2